1-cyclohexyl-(2-morpholinylethyl)carbodiimide methyl-p-toluenesulfonate COS(=O)(=O)C1=CC=C(C)C=C1.C1(CCCCC1)N=C=NCCN1CCOCC1